3-Methyl-2-(6-(((1-methyl-piperidin-4-yl)oxy)methyl)pyridazin-3-yl)-5-(trifluoromethyl)phenol hydrochloride Cl.CC=1C(=C(C=C(C1)C(F)(F)F)O)C=1N=NC(=CC1)COC1CCN(CC1)C